OC=1C=C(C2=C(OC(OC2=O)CC(C)=O)C1C=1C=C(C=CC1)C)CCCCC 7-hydroxy-2-(2-oxopropyl)-5-pentyl-8-(m-tolyl)-4H-benzo[d][1,3]dioxin-4-one